methyl (3R)-1-(5-bromo-2,3-dihydro-1H-inden-1-yl)pyrrolidine-3-carboxylate BrC=1C=C2CCC(C2=CC1)N1C[C@@H](CC1)C(=O)OC